3-amino-4-(7-fluoro-1H-indazol-4-yl)-1H-benzo[h][1,6]naphthyridin-2-one NC=1C(NC2=C3C(=NC=C2C1C1=C2C=NNC2=C(C=C1)F)C=CC=C3)=O